C[C@H]1CN(CCC1)CC1=CC(=C2CNC(C2=C1)=O)C(F)F 6-{[(3R)-3-methylpiperidin-1-yl]methyl}-4-(difluoromethyl)-2,3-dihydro-1H-isoindol-1-one